HEXYL TRANS-2-HEXENOATE C(\C=C\CCC)(=O)OCCCCCC